2-methyl-1-[4-(methylthio)phenyl]2-morpholinopropane-1-one CC(C(=O)C1=CC=C(C=C1)SC)(C)N1CCOCC1